N1(CC(=CC1)C(=O)[O-])C(=O)[O-] pyrrole-1,3(2H,5H)-dicarboxylate